C(C=C)C1C(=O)OCCC1 allylvalerolactone